2-(bromomethyl)-1-fluoro-4-(trifluoromethyl)benzene bis{3,4,6-trichloro-2-[(3-phenylpropoxy)carbonyl]phenyl}-Oxalat ClC=1C(=C(C(=CC1Cl)Cl)OC(C(=O)OC1=C(C(=C(C=C1Cl)Cl)Cl)C(=O)OCCCC1=CC=CC=C1)=O)C(=O)OCCCC1=CC=CC=C1.BrCC1=C(C=CC(=C1)C(F)(F)F)F